5-isopropyl-8-((2R,3S)-2-methyl-3-((methanesulfonyl)methyl)azetidin-1-yl)-N-(2-((3S,5R)-5-(trifluoromethyl)tetrahydrofuran-3-yl)pyrimidin-4-yl)isoquinolin-3-amine C(C)(C)C1=C2C=C(N=CC2=C(C=C1)N1[C@@H]([C@H](C1)CS(=O)(=O)C)C)NC1=NC(=NC=C1)[C@H]1CO[C@H](C1)C(F)(F)F